aminotolueneformaldehyde NC(C1=CC=CC=C1)C=O